N,N-dimethyl-5-[[1-[2-oxo-2-[(2S,4S)-2-cyano-4-fluoro-pyrrolidin-1-yl]ethyl]-4-piperidyl]amino]quinoline-8-carboxamide CN(C(=O)C=1C=CC(=C2C=CC=NC12)NC1CCN(CC1)CC(N1[C@@H](C[C@@H](C1)F)C#N)=O)C